ClCC=1C=CC(=NC1)OC(F)F 5-(chloromethyl)-2-(difluoromethoxy)pyridine